(5-fluoro-2'-isopropyl-[1,1'-biphenyl]-2-yl)-4-(6-((tetrahydro-2H-pyran-4-yl)methyl)-2,6-diazaspiro[3.3]heptan-2-yl)pyrimidin-5-amine FC=1C=CC(=C(C1)C1=C(C=CC=C1)C(C)C)C1=NC=C(C(=N1)N1CC2(C1)CN(C2)CC2CCOCC2)N